CC1(CC(CC1)C=1C=C(N)C=CC1)C 3-(3,3-dimethylcyclopentyl)aniline